N-(5-chloro-4-fluoro-3-pyridyl)-6-[(1S,4S)-2,5-diazabicyclo[2.2.1]heptan-2-yl]pyrido[3,2-d]pyrimidin-4-amine ClC=1C(=C(C=NC1)NC=1C2=C(N=CN1)C=CC(=N2)N2[C@@H]1CN[C@H](C2)C1)F